7-(3-((3-chloropyridin-4-yl)amino)-7,8-dihydro-1,6-naphthyridin-6(5H)-yl)-8-methyl-4H-pyrimido[1,2-b]pyridazin-4-one ClC=1C=NC=CC1NC=1C=NC=2CCN(CC2C1)C=1C(=CC=2N(N1)C(C=CN2)=O)C